ClC1=CC=C2C(N(C=NC2=C1)CC1(CCN(CC1)C(CC(C)C1=CC=CC=C1)=O)O)=O 7-Chloro-3-((4-hydroxy-1-(3-phenylbutanoyl)piperidin-4-yl)methyl)quinazolin-4(3H)-one